methyl 4-bromo-1-(oxetan-3-yl)-1H-indazole-6-carboxylate BrC1=C2C=NN(C2=CC(=C1)C(=O)OC)C1COC1